ClC=1C(=NC(=CN1)CC(COC)COC)N1CCC(CC1)C(=O)OCC Ethyl 1-(3-chloro-6-(3-methoxy-2-(methoxymethyl)propyl)pyrazin-2-yl)piperidine-4-carboxylate